C1(CC1)NC1(CCCCCC1)CC1=C(C(=O)N)C=CC(=C1)C#CC1=NC=C(C=C1)F ((1-(cyclopropylamino)cycloheptyl)methyl)-4-((5-fluoropyridin-2-yl)ethynyl)benzamide